N1C=CC2=C(C=CC=C12)C1=NC=2C3=CC(=CN=C3OC2C(=N1)N1CCOCC1)CN1CC2(CC1)CN(CC2)C 4-(1H-Indol-4-yl)-12-({7-methyl-2,7-diazaspiro[4.4]nonan-2-yl}methyl)-6-(morpholin-4-yl)-8-oxa-3,5,10-triazatricyclo[7.4.0.02,7]trideca-1(13),2(7),3,5,9,11-hexaene